FC=1C=C(C#N)C=CC1OC([2H])([2H])C1=NC(=CC=C1)OC1CCNCC1 3-fluoro-4-((6-(piperidin-4-oxy)pyridin-2-yl)methoxy-d2)benzonitrile